FCOC=1C(=NC=CC1)N1CCNCC1 1-(3-(Fluoromethoxy)pyridin-2-yl)piperazine